N-(4-((6-(2-fluoroprop-2-yl)pyrazin-2-yl)amino)-5-(2-methoxyethoxy)pyridin-2-yl)acetamide FC(C)(C)C1=CN=CC(=N1)NC1=CC(=NC=C1OCCOC)NC(C)=O